CC(CNC([O-])=O)(C=O)C1=CC=CC=C1 2-methyl-3-oxo-2-phenylpropylcarbamate